CCCC(CCC)C(=O)O Heptane-4-carboxylic acid